[Cl-].[Cl-].C(C)(C)(C)C1=CC=C(C=C1)C(=[Zr+2](C1=C(C(=CC=2C3=CC(=C(C=C3CC12)C)C(C)(C)C)C(C)(C)C)C)C1C=CC=C1)C1=CC=C(C=C1)C(C)(C)C di(p-t-butylphenyl)methylene(cyclopentadienyl)(2,7-dimethyl-3,6-di-t-butylfluorenyl)zirconium dichloride